(S)-2-(5-(1,1-difluoroethyl)-3-fluoro-2-methoxyphenyl)-2-((R)-3-((5-(4-methoxy-5,6,7,8-tetrahydro-1,8-naphthyridin-2-yl)pentyl)oxy)pyrrolidin-1-yl)acetic acid FC(C)(F)C=1C=C(C(=C(C1)[C@@H](C(=O)O)N1C[C@@H](CC1)OCCCCCC1=NC=2NCCCC2C(=C1)OC)OC)F